CC=1C=C(C=CC1C)C=1C=C(C(=NC1)C(=O)NC1CS(C=C1)(=O)=O)F 5-(3,4-dimethylphenyl)-N-(1,1-dioxido-2,3-dihydrothiophen-3-yl)-3-fluoropicolinamide